C(C1=CC=CC=C1)OC(=O)N1CCN(CC1)S(=O)(=O)N1CCC(CC1)NC1=NC=CC(=N1)C1=C(N=C(S1)C(OCC)OCC)C1=C(C(=CC=C1)NS(=O)(=O)C1=C(C=CC=C1F)F)F 4-[4-(4-{2-Diethoxymethyl-4-[3-(2,6-difluoro-benzenesulfonylamino)-2-fluoro-phenyl]-thiazol-5-yl}-pyrimidin-2-ylamino)-piperidine-1-sulfonyl]-piperazine-1-carboxylic acid benzyl ester